FC(CNC(=O)C=1C=NN2C1C=C(C=C2)C2=CNC1=NC(=CC=C12)NC1=CC(=CC=C1)N1CCN(CC1)C)F N-(2,2-difluoroethyl)-5-(6-((3-(4-methylpiperazin-1-yl)phenyl)amino)-1H-pyrrolo[2,3-b]pyridin-3-yl)pyrazolo[1,5-a]pyridine-3-carboxamide